BrC1=CC=C(S1)CCNC(OC(C)(C)C)=O tert-Butyl N-[2-(5-bromo-2-thienyl)ethyl]carbamate